C1(CCCCC1)CCN1C[C@H](CCC1)C1=NN(C(N1)=O)C=1C=CC(=C2C=CC(NC12)=O)OC (s)-8-(3-(1-(2-cyclohexylethyl)piperidin-3-yl)-5-oxo-4,5-dihydro-1H-1,2,4-triazol-1-yl)-5-methoxyquinolin-2(1H)-one